BrC1=CC=C2CC(N(C2=C1)C1CCN(CC1)C)=O 6-bromo-1-(1-methyl-4-piperidinyl)indolin-2-one